CC1=C(C=C(C=C1)C1=C(NC2=NC=C(C=C21)CC(=O)NC)C2=CC=C(C=C2)N2CCN(CC2)C)NC(C=C)=O N-(2-methyl-5-(5-(2-(methylamino)-2-oxoethyl)-2-(4-(4-methylpiperazin-1-yl)phenyl)-1H-pyrrolo[2,3-b]pyridin-3-yl)phenyl)acrylamide